2,4-dichloro-o-nitrobenzoic acid ClC1(C(C(=O)O)C=CC(=C1)Cl)[N+](=O)[O-]